5-bromo-N-(2-carbamoyl-4-chloro-6-methyl-phenyl)-2-(isoxazol-4-ylmethyl)pyrazole-3-carboxamide BrC=1C=C(N(N1)CC=1C=NOC1)C(=O)NC1=C(C=C(C=C1C)Cl)C(N)=O